9,10-difluoro-3-methyl-5,6-dihydro-2H-[1,4]oxazino[2,3,4-ij]quinolin-7(3H)-one FC=1C=C2C(CCN3C2=C(C1F)OCC3C)=O